CS(=O)(=O)C1=CC=C(C=O)C=C1 4-methylsulfonylbenzaldehyde